2-(3,5-Bis-trifluoromethyl-phenyl)-N-(4-oxo-2-thiazolidin-3-yl-4H-quinazolin-3-yl)-acetamide FC(C=1C=C(C=C(C1)C(F)(F)F)CC(=O)NN1C(=NC2=CC=CC=C2C1=O)N1CSCC1)(F)F